1,3-dihydroxyimidazolidin-2-one ON1C(N(CC1)O)=O